C1(=CC=CC=C1)S(=O)(=O)N1C=CC=2C1=NC=CC2 1-(benzeneSulfonyl)-1H-pyrrolo[2,3-b]Pyridine